P(=O)(O)(O)O[C@H]1[C@H]([C@@H](O[C@@H]1CO)N1C(=O)N=C(N)C=C1)OC.CNC(CCCC)=O N-methyl-Pentanamide 2'-O-methylcytidine-3'-phosphate